(+)-(4aR,8aS)-6-[3-[4-(2-Chloropyrimidin-4-yl)oxyphenyl]azetidine-1-carbonyl]-4,4a,5,7,8,8a-hexahydropyrido[4,3-b][1,4]oxazin-3-one ClC1=NC=CC(=N1)OC1=CC=C(C=C1)C1CN(C1)C(=O)N1C[C@@H]2[C@@H](OCC(N2)=O)CC1